BrC=1C=CC=2N(C1)N(CN2)[2H] 6-bromo-[1,2,4]triazolo[1,5-a]pyridine-3-d